N1(CCC1)C=1C=C2C(=CN1)O[C@]1(CN([C@H](C1)C)CC1=C(N=C(S1)NC(C)=O)F)C2 N-(5-(((2R,5'S)-5-(Azetidin-1-yl)-5'-methyl-3H-spiro[furo[2,3-c]pyridine-2,3'-pyrrolidin]-1'-yl)methyl)-4-fluorothiazol-2-yl)acetamide